N,N-dimethylaminonaphthalenesulfonyl chloride CN(C)C1=C(C2=CC=CC=C2C=C1)S(=O)(=O)Cl